1-(4-tetrahydropyranacetyl)-lysergic acid diethylamide C(C)N(C(=O)[C@H]1CN(C)[C@@H]2CC3=CN(C4=CC=CC(C2=C1)=C34)C(CC3CCOCC3)=O)CC